phosphapentadiene P=CC=CC